1-(4-((6-((1S,4S)-5-acryloyl-2,5-diazabicyclo[2.2.1]heptan-2-yl)pyrido[3,2-d]pyrimidin-4-yl)amino)-2-chloro-3-fluorophenyl)cyclobutane-1-carbonitrile C(C=C)(=O)N1[C@@H]2CN([C@H](C1)C2)C=2C=CC=1N=CN=C(C1N2)NC2=C(C(=C(C=C2)C2(CCC2)C#N)Cl)F